[Mg].NSN amino-thioether magnesium